(R)-(6-(3-(tert-butyldimethylsilyloxy)pyrrolin-1-yl)pyridin-2-yl)methanol [Si](C)(C)(C(C)(C)C)OC1=CN(CC1)C1=CC=CC(=N1)CO